N-((5-(cyclopropylethyl)-7-fluoro-2,3-dihydro-1H-inden-4-yl)carbamoyl)-4-(2-hydroxypropan-2-yl)furan-2-sulfonimidamide C1(CC1)CCC=1C(=C2CCCC2=C(C1)F)NC(=O)NS(=O)(=N)C=1OC=C(C1)C(C)(C)O